(1R,5S)-1-(3-chloro-4-fluorophenyl)-3-aza-bicyclo[3.1.0]hexane ClC=1C=C(C=CC1F)[C@@]12CNC[C@H]2C1